NC=1C(=NC=CC1/C=C/C(=O)O)C(C)C.C(C)(C)(C)OC(\C=C\C1=C(C(=NC=C1)C(C)C)N)=O (E)-3-(3-amino-2-isopropylpyridin-4-yl)acrylic acid tert-butyl ester (E)-3-(3-amino-2-isopropylpyridin-4-yl)acrylate